CC=1C=CC2=C(NC(=N2)C(=O)N2CCC3(C(C3)CNC(=O)C3=CC=4C(=CN=CC4)O3)CC2)C1 N-[[6-(6-methyl-1H-benzimidazole-2-carbonyl)-6-azaspiro[2.5]octan-2-yl]methyl]furo[2,3-c]pyridine-2-carboxamide